C[C@](C(=O)O[C@@H](C12CCC(CC1)(N2)C)C2=C(C=CC=C2)F)(CC2CC2)Br (R)-(o-fluorophenyl)(4-methyl-7-azabicyclo[2.2.1]hept-1-yl)methanol methyl-(2R)-2-bromo-3-cyclopropyl-propanoate